3-(PROPYLCARBAMOYL)-5-NITROPHENYLBORONIC ACID C(CC)NC(=O)C=1C=C(C=C(C1)[N+](=O)[O-])B(O)O